N1C(=NC2=C1C=CC=C2)C=2C=C(C=CC2)NC2=CC=C(C=C2)C2=CC=CC=C2 4'-((3-(1H-benzo[d]imidazol-2-yl)phenyl)amino)-[1,1'-biphenyl]